FC(C(=O)O)(F)F.FC(C(=O)O)(F)F.[C@H]12CN(C[C@H](CC1)N2)C=2C1=C(N=C(N2)OCC23CCCN3C(CC2)=O)C(=C(N=C1)C1=CC=CC2=CC=CC(=C12)Cl)F 7a-(((4-((1R,5S)-3,8-diazabicyclo[3.2.1]octan-3-yl)-7-(8-chloronaphthalen-1-yl)-8-fluoropyrido[4,3-d]pyrimidin-2-yl)oxy)methyl)hexahydro-3H-pyrrolizin-3-one bis(2,2,2-trifluoroacetate)